N-(5-fluoro-2-methylphenyl)-4-hydroxy-2-oxo-1,2,5,6-tetrahydropyridine-3-carbothioamide FC=1C=CC(=C(C1)NC(=S)C=1C(NCCC1O)=O)C